COC1=NC=CC=2N=C(N=C(C21)NC2(CC2)C)S(=O)C 5-methoxy-N-(1-methylcyclopropyl)-2-methylsulfinyl-pyrido[4,3-d]pyrimidin-4-amine